6,6'-methylenebis(4-ethyl-2-methylphenol) C(C1=CC(=CC(=C1O)C)CC)C1=CC(=CC(=C1O)C)CC